CC(C)(C)C1=CC=C(C=C1)P(Cl)Cl [4-(1,1-dimethylethyl)phenyl]-phosphorus dichloride